(2S)-2-[[5-chloro-2-(cyclopropylmethoxy)-4-[(1S)-4-(2-fluorophenyl)indan-1-yl]oxy-phenyl]methylamino]-3-hydroxy-propionic acid ClC=1C(=CC(=C(C1)CN[C@H](C(=O)O)CO)OCC1CC1)O[C@H]1CCC2=C(C=CC=C12)C1=C(C=CC=C1)F